N-[3-(dimethylamino)propyl]-N'-ethylcarbodiimide CN(CCCN=C=NCC)C